3-methoxyphenylpiperazine COC=1C=C(C=CC1)N1CCNCC1